N-((S)-1-(4-(dimethylamino)but-2-ynoyl)pyrrolidine-3-carbonyl)-N-methyl-L-valine CN(CC#CC(=O)N1C[C@H](CC1)C(=O)N([C@@H](C(C)C)C(=O)O)C)C